(S)-5-amino-4-(1,3-dioxo-5-(piperazin-1-yl)isoindolin-2-yl)-5-oxopentanoic acid tert-butyl ester C(C)(C)(C)OC(CC[C@@H](C(=O)N)N1C(C2=CC=C(C=C2C1=O)N1CCNCC1)=O)=O